zinc dihexyl dithiophosphate P(=S)(SCCCCCC)(OCCCCCC)[O-].[Zn+2].C(CCCCC)SP(=S)(OCCCCCC)[O-]